2-ethyl-7-((3-methoxypyridin-4-yl)methoxy)chroman-4-one C(C)C1OC2=CC(=CC=C2C(C1)=O)OCC1=C(C=NC=C1)OC